[2H]C1=C(C=CC=C1)C=1C(=CC=CC1)C1=CC=CC=C1 deuteroterphenyl